COC(C1=NC=CC(=C1)N1N=C2C=CC(=CC2=C1)NC(C)=O)=O 4-(5-acetamido-2H-indazol-2-yl)picolinic acid methyl ester